(2-(6-(2-ethyl-5-fluoro-4-hydroxyphenyl)-1H-indazol-3-yl)-4,6-dihydropyrrolo[3,4-d]imidazole-5(1H)-yl)(4-methylpiperazin-1-yl)methanone C(C)C1=C(C=C(C(=C1)O)F)C1=CC=C2C(=NNC2=C1)C1=NC2=C(N1)CN(C2)C(=O)N2CCN(CC2)C